methoxy-1-methyl-1-propanesulfonic acid COC(CC)(S(=O)(=O)O)C